ClC=1C(=NC(=C(C1)C#N)N1CC(C(C(C1)C)(F)F)N1C(C2=CC=CC=C2C1=O)=O)NC=1C=C2C=C(C(N(C2=CC1)C)=O)OCC(=O)NC 2-((6-((3-Chloro-5-cyano-6-(3-(1,3-dioxoisoindolin-2-yl)-4,4-difluoro-5-methylpiperidin-1-yl)pyridin-2-yl)amino)-1-methyl-2-oxo-1,2-dihydroquinolin-3-yl)oxy)-N-methylacetamide